5-nitro-2-(4-(pyridin-2-yl)phenoxy)pyridine [N+](=O)([O-])C=1C=CC(=NC1)OC1=CC=C(C=C1)C1=NC=CC=C1